N1CC(C1)N1N=CC(=C1)C1=NC(=NC(=C1C)C(F)F)N1[C@H]([C@@H](C1)O)C (2S,3R)-1-[4-[1-(azetidin-3-yl)pyrazol-4-yl]-6-(difluoromethyl)-5-methyl-pyrimidin-2-yl]-2-methyl-azetidin-3-ol